1-methoxy-propan-3-ol COCCCO